IC1=CN(C=2N=CN=C(C21)N)C(C)C 5-iodo-7-isopropyl-7H-pyrrolo[2,3-d]pyrimidin-4-ylamine